niobium chlorate Cl(=O)(=O)[O-].[Nb+5].Cl(=O)(=O)[O-].Cl(=O)(=O)[O-].Cl(=O)(=O)[O-].Cl(=O)(=O)[O-]